(R)-(2,2-difluoroethoxy)pyrrolidine hydrochloride Cl.FC(CON1CCCC1)F